N1=CC=CC=C1.CC1=CC=C(C=C1)S(=O)(=O)O 4-Methylbenzenesulfonic acid pyridine salt